C1(CC1)C=1C(=NSC1C(=O)NC1=CC(=NC=C1)C(F)(F)F)C=1C=NC=CC1F 4-cyclopropyl-3-(4-fluoropyridin-3-yl)-N-(2-(trifluoromethyl)pyridin-4-yl)isothiazole-5-carboxamide